1,3,5-trisilacyclohexane [SiH2]1C[SiH2]C[SiH2]C1